2-((6-(4-(3-amino-2-oxopyrrolidin-1-yl)piperidin-1-yl)-3,5-dicyano-4-ethylpyridin-2-yl)sulfanyl)-2-phenylacetamide NC1C(N(CC1)C1CCN(CC1)C1=C(C(=C(C(=N1)SC(C(=O)N)C1=CC=CC=C1)C#N)CC)C#N)=O